N1(N=CN=C1)CCNC=1C=CC(=NC1)NCC1CCC(CC1)(F)F N5-(2-(1H-1,2,4-triazol-1-yl)ethyl)-N2-((4,4-difluorocyclohexyl)methyl)pyridine-2,5-diamine